7-bromo-3-(methoxycarbonyl)thieno[3,2-b]Pyridine 4-oxide BrC1=C2C(=[N+](C=C1)[O-])C(=CS2)C(=O)OC